4-(4-(tetradeca-1,13-dien-4-yloxy)phenyl)butan-2-one C=CCC(CCCCCCCCC=C)OC1=CC=C(C=C1)CCC(C)=O